C(CCCCCCCC)C(CCOOCC=C)OC1=CC=CC=C1 allyloxy nonylphenoxypropyl ether